4-((3-ethynylphenyl)amino)-7-(2-methoxyethoxy)quinazolin-6-ol C(#C)C=1C=C(C=CC1)NC1=NC=NC2=CC(=C(C=C12)O)OCCOC